CN1CC2=C(CC1)N=C(S2)N 5-methyl-4,5,6,7-tetrahydrothiazolo[5,4-c]pyridin-2-amine